2-[4-fluoro-3-(3-fluoroazetidin-1-yl)phenyl]-2-methoxy-N-[5-[[(3R)-1-pyridazin-3-ylpyrrolidin-3-yl]amino]-1,3,4-thiadiazol-2-yl]acetamide FC1=C(C=C(C=C1)C(C(=O)NC=1SC(=NN1)N[C@H]1CN(CC1)C=1N=NC=CC1)OC)N1CC(C1)F